C(C=1C(C(=O)O)=CC=CC1)(=O)NN(C)C(=O)O phthaloyl-aza-alanine